COC=1C(=C(C(=CC1)C)C1=NC(=CC2=C1N=CN=C2N)N2CCCC2)C 8-(3-methoxy-2,6-dimethylphenyl)-6-(pyrrolidin-1-yl)pyrido[3,4-d]pyrimidin-4-amine